N1C(=NC2=C1C=CC=C2)C(=O)NC2=CC=C(C=C2)N2C1=C(NC(CC2=O)=O)C2=CC=CC=C2C=C1 5-[4-(1H-benzimidazole-2-carbonylamino)phenyl]-1H-naphtho[1,2-B][1,4]diazepine-2,4(3H,5h)-dione